OC(CS(=O)(=O)O)CCC 2-hydroxypentane-1-sulfonic acid